C1=CC(=CC2=CC=C(N2)C=C3C=CC=N3)N=C1 tripyrrin